N-(1-(2-morpholinoethyl)-3-(pyridin-2-yl)-1H-pyrazol-4-yl)-2-(1H-pyrazol-4-yl)thiazole-4-carboxamide O1CCN(CC1)CCN1N=C(C(=C1)NC(=O)C=1N=C(SC1)C=1C=NNC1)C1=NC=CC=C1